rel-(R)-1-(3-(4-(2,4-difluorobenzylidene)piperidin-1-yl)-2-(1-(difluoromethyl)-1H-pyrazol-4-yl)pyrido[3,4-b]pyrazin-7-yl)-2-methylpropane-1,2-diol FC1=C(C=C2CCN(CC2)C2=C(N=C3C(=N2)C=NC(=C3)[C@H](C(C)(O)C)O)C=3C=NN(C3)C(F)F)C=CC(=C1)F |o1:20|